FC1=CC=C(C=C1)C1=NC(=CC(=C1)C1=C(C=C(C=C1C(C)C)C(C)C)C(C)C)N1C=NC=C1 2-(4-fluorophenyl)-6-(1H-imidazol-1-yl)-4-(2,4,6-triisopropylphenyl)pyridine